2,2'-methylene-bis[6-(alpha,alpha-dimethyl-benzyl)-4-nonylphenol] C(C1=C(C(=CC(=C1)CCCCCCCCC)C(C1=CC=CC=C1)(C)C)O)C1=C(C(=CC(=C1)CCCCCCCCC)C(C1=CC=CC=C1)(C)C)O